trivinyl-heptamethyl-tetrasiloxane C(=C)[Si](O[Si](O[Si](O[Si](C)(C)C)(C)C)(C)C)(C=C)C=C